bis(N,N-dimethylamino)-1,1'-biphenyl CN(C)C1=CC=C(C=C1)C1=CC=C(C=C1)N(C)C